CN(C=CC)C N,N-dimethylpropen-1-amine